P(=O)(OC)(OC[C@@H](CCCCCCCCCCCCCCCCCC)OCC1=CC(=CC(=C1)C#N)Cl)[O-] methyl ((R)-2-((3-chloro-5-cyanobenzyl) oxy) eicosyl) phosphate